methyl-3,4-dihydroisoquinoline CC1=NCCC2=CC=CC=C12